FC(C=1N=NN(C1)C1=C(C(=O)O)C=CC=C1)(F)F 2-[4-(trifluoromethyl)triazol-1-yl]benzoic acid